(3-(4-butoxy-3-methoxyphenyl)acryloyl)-L-leucine methyl ester COC([C@@H](NC(C=CC1=CC(=C(C=C1)OCCCC)OC)=O)CC(C)C)=O